OC[C@@H](C[C@@H](CCCCCCCCCCCC#C)O)O (2R,4R)-1,2,4-trihydroxy-heptadec-16-yne